Cl[Ir](C1=C(C=CC=C1)C1=NC=CC=C1)(C1=C(C=CC=C1)C1=NC=CC=C1)(C1=C(C=CC=C1)C1=NC=CC=C1)(C1=C(C=CC=C1)C1=NC=CC=C1)Cl dichlorotetrakis[2-(2-pyridinyl)phenyl]iridium